tert-butyl (R)-3-((3-((1-(1H-indol-4-yl)ethyl)carbamoyl)-4-methylphenyl)(methyl)amino)azetidine-1-carboxylate N1C=CC2=C(C=CC=C12)[C@@H](C)NC(=O)C=1C=C(C=CC1C)N(C1CN(C1)C(=O)OC(C)(C)C)C